phosphocaprolactone methacrylate C(C(=C)C)(=O)O.P(=O)(=O)C1C(=O)OCCCC1